(1r,3s,5s)-8-(5-(5-fluoro-2-methoxypyridin-4-yl)-1H-pyrazole-3-carbonyl)-N-((5r,8r)-2-oxo-1-azaspiro[4.5]dec-8-yl)-8-azabicyclo[3.2.1]octane-3-carboxamide FC=1C(=CC(=NC1)OC)C1=CC(=NN1)C(=O)N1[C@H]2CC(C[C@@H]1CC2)C(=O)NC2CCC1(CCC(N1)=O)CC2